NN1C(=NN=C1CC1=CC(=C(C=C1)Cl)Cl)S 4-amino-5-(3,4-dichlorobenzyl)-4H-1,2,4-triazole-3-thiol